1-(3,4-dimethoxybenzenesulfonyl)-2,3,4,5-tetrahydro-1H-azepine COC=1C=C(C=CC1OC)S(=O)(=O)N1CCCCC=C1